(R)-3-(((4-nitrophenoxy)carbonyl)oxy)propane-1,2-diyl didodecanoate C(CCCCCCCCCCC)(=O)OC[C@H](COC(=O)OC1=CC=C(C=C1)[N+](=O)[O-])OC(CCCCCCCCCCC)=O